ethyl N-(3-((6-cyano-2-((5-methoxy-7-methyl-1H-indol-4-yl)-methyl)-2H-indazol-7-yl)oxy)cyclobutyl)-N-methylglycinate C(#N)C=1C=CC2=CN(N=C2C1OC1CC(C1)N(CC(=O)OCC)C)CC1=C2C=CNC2=C(C=C1OC)C